isononanoic acid isononyl ester C(CCCCCC(C)C)OC(CCCCCC(C)C)=O